ClC1=C(C(=C(C=C1OC)OC)Cl)C1=CC2=C(N=C(N=C2)SC)C(=N1)NCCN1CCOCC1 6-(2,6-dichloro-3,5-dimethoxyphenyl)-2-(methylthio)-N-(2-morpholinoethyl)pyrido[3,4-d]pyrimidine-8-amine